[2-(6-{4-fluoro-2-[2-(1,3,5-trimethyl-1H-pyrazol-4-yl)ethoxy]phenyl}-[1,2,4]triazolo[4,3-a]pyridin-3-yl)ethyl](methyl)amine FC1=CC(=C(C=C1)C=1C=CC=2N(C1)C(=NN2)CCNC)OCCC=2C(=NN(C2C)C)C